4-Methoxybenzylidenemalonic acid diethyl ester C(C)OC(C(C(=O)OCC)=CC1=CC=C(C=C1)OC)=O